2-(6-([1,1'-biphenyl]-4-yl)dibenzo[b,d]thiophen-4-yl)-4,4,5,5-tetramethyl-1,3,2-dioxaborolane C1(=CC=C(C=C1)C1=CC=CC=2C3=C(SC21)C(=CC=C3)B3OC(C(O3)(C)C)(C)C)C3=CC=CC=C3